6-(6-ethynylpyridin-2-yl)-N2-isopropyl-N4-(3-(methylsulfonyl)phenyl)-1,3,5-triazine-2,4-diamine C(#C)C1=CC=CC(=N1)C1=NC(=NC(=N1)NC(C)C)NC1=CC(=CC=C1)S(=O)(=O)C